FC=1C=C(C=C(C1)F)C1CC=NN1C(=O)C12CC(C1)(C2)CN2N=CC1=CC=C(C=C21)OC (5-(3,5-difluorophenyl)-4,5-dihydro-1H-pyrazol-1-yl)(3-((6-methoxy-1H-indazol-1-yl)methyl)bicyclo[1.1.1]-pentan-1-yl)methanone